C(C)(C)OC(CC=1NC2=CC=CC=C2C1CC(N1CCOCC1)=O)=O 2-[3-(2-oxo-2-(morpholin-4-yl)-ethyl)-1H-indol-2-yl]-acetic acid isopropyl ester